(4-(difluoromethyl)-2-((S)-1-hydroxyethyl)oxazol-5-yl)((S)-4-(5-fluorobenzo[d]oxazol-2-yl)-6,7-dihydro-1H-imidazo[4,5-c]pyridin-5(4H)-yl)methanone FC(C=1N=C(OC1C(=O)N1[C@@H](C2=C(CC1)NC=N2)C=2OC1=C(N2)C=C(C=C1)F)[C@H](C)O)F